O(C(=O)C)[C@](N)(CCC(=O)[O-])C(=O)[O-] L-alpha-acetoxylglutamate